COC1=C(C=C(C=C1)\C=C\C1CCOCC1)NC(=O)C1NC(CC1)=O (E)-N-(2-Methoxy-5-(2-(tetrahydro-2H-pyran-4-yl)vinyl)phenyl)-5-oxo-pyrrolidine-2-carboxamide